7-chloro-5-(difluoromethoxy)-4-(methylamino)-1-(o-tolyl)quinazolin-2(1H)-one ClC1=CC(=C2C(=NC(N(C2=C1)C1=C(C=CC=C1)C)=O)NC)OC(F)F